S1C(=NC=C1)CN1[C@H]2CC(C[C@@H]1CC2)NC(=O)C2=CC=C1C=CNC1=C2 N-((1R,3s,5S)-8-(Thiazol-2-ylmethyl)-8-azabicyclo[3.2.1]octan-3-yl)-1H-indol-6-carboxamid